4-chloro-6-(2,2,2-trifluoro-1-(oxetan-3-yl)ethoxy)pyrimidin-2-amine ClC1=NC(=NC(=C1)OC(C(F)(F)F)C1COC1)N